ClC=1C=C(C=2N(N1)C=CN2)[C@@H]2[C@H](C2)C2=NC=C(C=C2)Cl 6-chloro-8-((1S,2S)-2-(5-chloropyridin-2-yl)cyclopropyl)imidazo[1,2-b]pyridazine